2-((3S,5S)-3-(2,5-dioxo-2,5-dihydro-1H-pyrrol-1-yl)-2-oxo-5-((2-sulfoethoxy)methyl)pyrrolidin-1-yl)acetic acid O=C1N(C(C=C1)=O)[C@@H]1C(N([C@@H](C1)COCCS(=O)(=O)O)CC(=O)O)=O